FS(C1=CC=C(C=N1)OCC(=O)NC12CC(C1)(C2)NC(C)=O)(F)(F)(F)F N-[3-(2-{[6-(pentafluoro-λ6-sulfanyl)pyridin-3-yl]oxy}acetamido)bicyclo[1.1.1]pentan-1-yl]acetamide